[Br-].[Br-].C(CN)N ethylenediamine dibromide